4-(6-((1R,5S,6r)-6-amino-3-azabicyclo[3.1.1]heptan-3-yl)pyridin-3-yl)-6-(2-hydroxy-2-methylpropoxy)pyrazolo[1,5-a]pyridine-3-carbonitrile dihydrochloride Cl.Cl.NC1[C@@H]2CN(C[C@H]1C2)C2=CC=C(C=N2)C=2C=1N(C=C(C2)OCC(C)(C)O)N=CC1C#N